pyrimidin-2,4(1H)-dione N1C(NC(C=C1)=O)=O